FC1=C(C(=CC=C1)F)C=1NC2=C(C3=C(N1)C(=NN3)C)C=C(N=C2)N2C[C@](CCC2)(C#N)C (S)-1-(5-(2,6-difluorophenyl)-3-methyl-1,6-dihydropyrazolo[4,3-d]pyrido[4,3-f][1,3]diazepin-9-yl)-3-methylpiperidine-3-carbonitrile